2-(4,4-difluorocyclohexyl)-6-(((6-(1-(4-fluorobenzyl)-1H-pyrazole-4-carbonyl)-2-(1-(trifluoromethyl)cyclopropane-1-carbonyl)-2,6-diazaspiro[3.4]octan-8-yl)methoxy)methyl)benzohydrazide FC1(CCC(CC1)C1=C(C(=O)NN)C(=CC=C1)COCC1CN(CC12CN(C2)C(=O)C2(CC2)C(F)(F)F)C(=O)C=2C=NN(C2)CC2=CC=C(C=C2)F)F